(R)-N-(4-(4-amino-7-methyl-5-(4-(pyrrolidine-1-carbonyl)cyclohex-1-en-1-yl)-7H-pyrrolo[2,3-d]pyrimidin-6-yl)-3-methylphenyl)methacrylamide NC=1C2=C(N=CN1)N(C(=C2C2=CC[C@@H](CC2)C(=O)N2CCCC2)C2=C(C=C(C=C2)NC(C(=C)C)=O)C)C